Cl.C(C)N1N=C(C=C1C(=O)N)C 1-ethyl-3-methyl-1H-pyrazole-5-carboxamide hydrochloride